FC(S(=O)(=O)OC=1C=2N(C3=CC=CC(=C3N1)Cl)C=CN2)(F)F 6-chloroimidazo[1,2-a]quinoxaline-4-yl trifluoromethanesulfonate